C(#N)C1=CC(=C(COC2=CC=CC(=N2)[C@H]2CC[C@@H](OC2)CC2=NC3=C(N2C[C@H]2OCC2)C=C(C=C3)C(=O)O)C=C1)F 2-(((2R,5R)-5-(6-((4-cyano-2-fluorobenzyl)oxy)pyridin-2-yl)tetrahydro-2H-pyran-2-yl)methyl)-1-(((S)-oxetan-2-yl)methyl)-1H-benzo[d]imidazole-6-carboxylic acid